3,3'-disulfo-[1,1'-biphenyl]-4,4'-dicarboxylic acid S(=O)(=O)(O)C=1C=C(C=CC1C(=O)O)C1=CC(=C(C=C1)C(=O)O)S(=O)(=O)O